BrCC(=O)C=1C=C(C#N)C=CC1 3-(bromoacetyl)benzonitrile